glycine p-cresyl ester C1(=CC=C(C=C1)C)OC(CN)=O